C(C)C1=NC(=C(C(=C1C(=O)NC1=CC=C(C=C1)OC1=CC=NC2=CC=C(N=C12)OC)O)C1=C(C=C(C=C1)F)C)C 2-ethyl-5-(4-fluoro-2-methylphenyl)-4-hydroxy-N-[4-[(6-methoxy-1,5-naphthyridin-4-yl)oxy]phenyl]-6-methylpyridine-3-carboxamide